6-amino-N-(3-(3-aminoprop-1-yn-1-yl)phenyl)hexanamide NCCCCCC(=O)NC1=CC(=CC=C1)C#CCN